C(C)(C)C=1C=CC=2NC3=CC=C(C=C3OC2C1)C(C)C 3,7-diisopropylphenoxazine